N1(N=NC=C1)C[C@H]1CN(C(O1)=O)C1=CC(=C(C=C1)N1CCSCCC1)F (R)-5-[(1H-1,2,3-triazol-1-yl)methyl]-3-[3-fluoro-4-(1,4-thiazepan-4-yl)phenyl]oxazolidin-2-one